2-(2,6-dioxopiperidin-3-yl)-4-(2-(2-iodoethoxy)ethoxy)isoindoline O=C1NC(CCC1N1CC2=CC=CC(=C2C1)OCCOCCI)=O